C(#N)C(C(=O)O)=CC1=CC=C(C=C1)C alpha-cyano-4-methyl-cinnamic acid